tert-Butyl 5-bromo-6-fluoropyridin-2-yl(methyl)carbamate BrC=1C=CC(=NC1F)N(C(OC(C)(C)C)=O)C